C1(CC1)N1CC(C1)(C)[C@@](C=1C=NC=C(C#N)C1)(C1=CC=C(C=C1)C(C)C)O 5-[(R)-(1-cyclopropyl-3-methyl-azetidin-3-yl)-hydroxy-(4-isopropyl-phenyl)-methyl]-nicotinonitrile